C(C)(=O)C1=NN(C2=CN=C(C=C21)C=2C=NC(=NC2)C)CC(=O)N2[C@@H]1C[C@@]1(C[C@H]2C(=O)NC2=NC(=CC=C2C)Br)CC#N (1R,3S,5R)-2-(2-(3-acetyl-5-(2-methylpyrimidin-5-yl)-1H-pyrazolo[3,4-c]pyridin-1-yl)acetyl)-N-(6-bromo-3-methylpyridin-2-yl)-5-(cyanomethyl)-2-azabicyclo[3.1.0]hexane-3-carboxamide